(1H-indazol-6-yl)-5-(2-methoxyethoxy)benzamide N1N=CC2=CC=C(C=C12)C1=C(C(=O)N)C=C(C=C1)OCCOC